NC(=O)CCNC(OC[C@@H](CC1=CC=CC=C1)N)=O (2R)-2-amino-3-phenylpropyl (aminocarbonyl)ethylcarbamate